C[C@@H]1CN(C[C@@H](O1)C)C(=O)C=1C2=C(N(N1)CC(=O)N1CCC(CC1)C1=C(C=CC=C1C)F)CCC2 2-{3-[(2R,6S)-2,6-Dimethylmorpholin-4-carbonyl]-5,6-dihydrocyclopenta[c]pyrazol-1(4H)-yl}-1-[4-(2-fluoro-6-methylphenyl)piperidin-1-yl]ethan-1-on